terephthalimidate C(C1=CC=C(C([O-])=N)C=C1)([O-])=N